5-(4-methyl-piperazin-1-yl)pyridin CN1CCN(CC1)C=1C=CC=NC1